BrC1=C(C=C2C(=NC(=NC2=C1F)Cl)N1C[C@H]2C[C@H]([C@@H](C1)C2)O)F (1R,5R,6R)-3-(7-bromo-2-chloro-6,8-difluoroquinazolin-4-yl)-3-azabicyclo[3.2.1]octan-6-ol